isophthalic acid (isoheptyl) (2-propylheptyl) ester C(CC)C(COC(C=1C=C(C(=O)OCCCCC(C)C)C=CC1)=O)CCCCC